(R)-8-chloro-1-methyl-2,3,4,5-tetrahydro-1H-3-benzazepine ClC=1C=CC2=C([C@H](CNCC2)C)C1